N-methyl-5-[4-[[3-oxo-2-(2,2,2-trifluoroethyl)-4H-quinoxalin-6-yl]methyl]piperazin-1-yl]pyridine-2-carboxamide CNC(=O)C1=NC=C(C=C1)N1CCN(CC1)CC=1C=C2NC(C(=NC2=CC1)CC(F)(F)F)=O